N-((2-fluorophenyl)sulfonyl)-4-(5-(trifluoromethyl)-1,2,4-oxadiazol-3-yl)benzamide FC1=C(C=CC=C1)S(=O)(=O)NC(C1=CC=C(C=C1)C1=NOC(=N1)C(F)(F)F)=O